cholesta-5,8(9)-dien-3β-ol CC(C)CCC[C@@H](C)[C@H]1CC[C@H]2C=3CC=C4C[C@H](CC[C@]4(C)C3CC[C@]12C)O